C(C1=CC=CC=C1)NS(=O)(=O)C1=C(C=C(C=C1Cl)Cl)Cl N-benzyl-2,4,6-trichlorobenzenesulfonamide